(2-((2-(1-(cyclopropylsulfonyl)-1H-pyrazol-4-yl)pyrimidin-4-yl)amino)-5-((1-methyl-1H-pyrazol-4-yl)ethynyl)pyridin-4-yl)piperidin-3-ol C1(CC1)S(=O)(=O)N1N=CC(=C1)C1=NC=CC(=N1)NC1=NC=C(C(=C1)N1CC(CCC1)O)C#CC=1C=NN(C1)C